(E)-2-p-chlorobenzyl-3,3-dimethylbutyrolactone ClC1=CC=C(CC2C(=O)OCC2(C)C)C=C1